Chroman-3-yl(1-(2-hydroxyethyl)-6-(1H-pyrazol-4-yl)-1H-indazol-3-yl)methanone O1CC(CC2=CC=CC=C12)C(=O)C1=NN(C2=CC(=CC=C12)C=1C=NNC1)CCO